C1=CC=CC=2C3=CC=CC=C3N(C12)C1=CC=CC2=C1C1=C(O2)C=C(C=C1)N(C1=CC=C(C=C1)C1=CC2=C(C=CC=C2C=C1)C1=C(C=CC=C1)[2H])C1=C(C=CC=C1)[2H] 9-(9H-carbazol-9-yl)-N-(phenyl-d)-N-{4-(8-(phenyl-d)naphthalen-2-yl)phenyl}dibenzo[b,d]furan-3-amine